C[C@@](N)(CC1=CC=C(C=C1)O)C(=O)O (R)-α-methyltyrosine